ethyl 3-{[4-(4-{3-[(tert-butoxycarbonyl)amino]propanamido}-1-methylpyrrole-2-amido)-1-methylpyrrol-2-yl]formamido}propanoate C(C)(C)(C)OC(=O)NCCC(=O)NC=1C=C(N(C1)C)C(=O)NC=1C=C(N(C1)C)C(=O)NCCC(=O)OCC